[C@@H]1(CC12CC2)C(=O)N (S)-spiro[2.2]pentane-1-carboxamide